FC1=C(C(=C2C=CNC2=C1F)SC)OC=1C=CC(=C(C1)C=1NC=C(N1)[C@@]1(C[C@H](OC2=C(C=CC=C12)CCC(=O)OCC)C)C)F ethyl 3-[(2R,4R)-4-[2-[5-[(6,7-difluoro-4-methylsulfanyl-1H-indol-5-yl)oxy]-2-fluoro-phenyl]-1H-imidazol-4-yl]-2,4-dimethyl-chroman-8-yl]propanoate